2-({4-[4-(4-methylpiperazin-1-yl)piperidin-1-yl]phenyl}amino)-8-phenyl-5-[2-(triisopropylsilyl)ethynyl]pyrido[2,3-d]pyrimidin-7-one CN1CCN(CC1)C1CCN(CC1)C1=CC=C(C=C1)NC=1N=CC2=C(N1)N(C(C=C2C#C[Si](C(C)C)(C(C)C)C(C)C)=O)C2=CC=CC=C2